tert-butyl N-[[4-[[3-amino-5-(trifluoromethyl)-2-pyridyl]amino]phenyl]methyl]carbamate NC=1C(=NC=C(C1)C(F)(F)F)NC1=CC=C(C=C1)CNC(OC(C)(C)C)=O